C(#N)C1(CCN(CC1)C(=O)OC(C)(C)C)CC1=C(C=CC=C1F)F tert-butyl 4-cyano-4-(2,6-difluorobenzyl)piperidine-1-carboxylate